NC1(CCC1)C1=CC=C(CN2C(NC(C3=C2C=CN3)=O)=S)C=C1 1-(4-(1-Aminocyclobutyl)benzyl)-2-thioxo-1,2,3,5-tetrahydro-4H-pyrrolo[3,2-d]pyrimidin-4-one